OC(COC1=C2CCN(C2=CC=C1)C(CNC1=C(C=CC(=C1)C1=NC(=NO1)C)C)=O)(C)C 1-(4-(2-hydroxy-2-methylpropoxy)indolin-1-yl)-2-((2-methyl-5-(3-methyl-1,2,4-oxadiazol-5-yl)phenyl)amino)ethan-1-one